1-methyl-3-(7-(methylamino)-5-((2-phenoxyphenyl)amino)pyrazolo[1,5-a]pyrimidin-3-yl)urea CNC(=O)NC=1C=NN2C1N=C(C=C2NC)NC2=C(C=CC=C2)OC2=CC=CC=C2